ClC=1C=C(C=CC1F)NC1=NC=NC2=CC(=C(C=C12)NC(\C=C\CN(C)C)=O)C#CC1[C@@H]2COC[C@H]12 (E)-N-(4-(3-chloro-4-fluorophenylamino)-7-(2-((1R,5S,6s)-3-oxa-bicyclo[3.1.0]hexan-6-yl)ethynyl)quinazolin-6-yl)-4-(dimethylamino)but-2-enamide